N-(3-fluoro-4-((3-((3-hydroxy-2,3-dimethylbutan-2-yl)amino)-1H-pyrazolo[3,4-b]pyridin-4-yl)oxy)phenyl)-2-(4-fluorophenyl)-3-oxo-2,3-dihydropyridazine-4-carboxamide FC=1C=C(C=CC1OC1=C2C(=NC=C1)NN=C2NC(C)(C(C)(C)O)C)NC(=O)C=2C(N(N=CC2)C2=CC=C(C=C2)F)=O